2-((1rs,4rs,5rs)-5-((5-cyclopropyl-3-(2,6-dichlorophenyl)isoxazol-4-yl)methoxy)-2-azabicyclo[2.2.1]hept-2-yl)benzo[d]thiazole-6-carboxylic acid C1(CC1)C1=C(C(=NO1)C1=C(C=CC=C1Cl)Cl)CO[C@H]1[C@H]2CN([C@@H](C1)C2)C=2SC1=C(N2)C=CC(=C1)C(=O)O |r|